OCCOCCOCCOC1=CC=C(C(=O)OC)C=C1 methyl 4-[2-[2-(2-hydroxyethoxy) ethoxy]ethoxy]benzoate